4-(6-chloro-5-fluoro-indolin-1-yl)-6-(5-hydroxy-3-pyridyl)quinoline-3-carbonitrile ClC1=C(C=C2CCN(C2=C1)C1=C(C=NC2=CC=C(C=C12)C=1C=NC=C(C1)O)C#N)F